CC1(C=2C=C(C=CC2C2(OC(C3=CC=C(C=C23)C(=O)O)=O)C2=CC=C(C=C12)N(C1=CC=CC=C1)C)N(C1=CC=CC=C1)C)C 10,10-Dimethyl-3,6-bis(methyl(phenyl)amino)-3'-oxo-3'H,10H-spiro[anthracene-9,1'-isobenzofuran]-6'-carboxylic acid